N-((2-(((1R,3s,5S)-3-(difluoromethyl)-8-azabicyclo[3.2.1]octan-8-yl)methyl)-5-fluoro-1H-indol-6-yl)methyl)-4-oxo-4H-pyrido[1,2-a]pyrimidine-2-carboxamide FC(C1C[C@H]2CC[C@@H](C1)N2CC=2NC1=CC(=C(C=C1C2)F)CNC(=O)C=2N=C1N(C(C2)=O)C=CC=C1)F